N-[2-(5-chloro-1H-indol-3-yl)ethyl]-3-methyl-butanamide ClC=1C=C2C(=CNC2=CC1)CCNC(CC(C)C)=O